methyl 2,6-diazaspiro[3.4]octane-6-carboxylate TFA salt OC(=O)C(F)(F)F.C1NCC12CN(CC2)C(=O)OC